FC1=C(C=CC=C1)S(=O)(=O)OC1=C(OC2=CC(=CC(=C2C1=O)OC)OC)C1=CC(=C(C(=C1)OC)OC)OC 5,7-dimethoxy-4-oxo-2-(3,4,5-trimethoxyphenyl)-4H-chromen-3-yl 2-fluorobenzenesulfonate